OCC1=NOC2=C1C=CC=C2 3-hydroxymethylbenzo[d]isoxazole